CC1=CC(=C(C=C1)C1(C(C=CC=C1)C)CC#N)Br 2-(p-methyl-bromophenyl)-2-tolylacetonitrile